C(C)(=O)C1=CC=C2[C@](N(C(C2=C1)=O)CC1=NC=C(C=C1)Cl)(OC)C1=CC=C(C=C1)Cl (3R)-6-acetyl-3-(4-chlorophenyl)-2-[(5-chloropyridin-2-yl)methyl]-3-methoxy-2,3-dihydro-1H-isoindol-1-one